Tert-butyl 4-[[1-(2,6-dioxo-3-piperidyl)-3-methyl-2-oxo-benzimidazol-5-yl]methyl]piperazine-2-carboxylate O=C1NC(CCC1N1C(N(C2=C1C=CC(=C2)CN2CC(NCC2)C(=O)OC(C)(C)C)C)=O)=O